3,5-dimethyl-4-[[5-(2-oxo-1H-imidazo[4,5-b]pyridin-3-yl)-2-pyridyl]oxy]benzonitrile CC=1C=C(C#N)C=C(C1OC1=NC=C(C=C1)N1C(NC=2C1=NC=CC2)=O)C